4-[2-((1r,2r)-2-hydroxycyclohexylamino)-benzothiazol-6-yloxy]-pyridine-2-carboxylic acid O[C@H]1[C@@H](CCCC1)NC=1SC2=C(N1)C=CC(=C2)OC2=CC(=NC=C2)C(=O)O